tert-butyl (5-(cyclopropylethynyl)-4-methylthiazol-2-yl)carbamate C1(CC1)C#CC1=C(N=C(S1)NC(OC(C)(C)C)=O)C